CC1=CCC(CC1)C(CC1C(CCC1)=O)C 2-(2-(4-methyl-cyclohex-3-en-1-yl)propyl)cyclopentan-1-one